quinoline-3,7-diamine N1=CC(=CC2=CC=C(C=C12)N)N